2-cycloheptylidenepiperonyl-acetonitrile C1(CCCCCC1)=C(C#N)CC1=CC=2OCOC2C=C1